1-{2-[(3S,4R)-4-(cyanomethyl)-1-{[(3R,4R)-1-cyclopentyl-3-fluoro-4-(4-methoxyphenyl)pyrrolidin-3-yl]carbonyl}pyrrolidin-3-yl]-5-(trifluoromethyl)phenyl}piperidine C(#N)C[C@@H]1[C@H](CN(C1)C(=O)[C@@]1(CN(C[C@H]1C1=CC=C(C=C1)OC)C1CCCC1)F)C1=C(C=C(C=C1)C(F)(F)F)N1CCCCC1